3-phenyl-2-propen-1-ol (cinnamate) C(C=CC1=CC=CC=C1)(=O)OCC=CC1=CC=CC=C1